tert-butyl (1R,4R)-5-amino-2-azabicyclo[2.1.1]hexane-2-carboxylate NC1[C@H]2CN([C@@H]1C2)C(=O)OC(C)(C)C